[[2-[(2R,5S)-2-[(1R,3R)-3-hydroxycyclohexyl]-5-methyl-1-piperidyl]-2-oxo-acetyl]amino]pyridine-3-carboxamide O[C@H]1C[C@@H](CCC1)[C@@H]1N(C[C@H](CC1)C)C(C(=O)NC1=NC=CC=C1C(=O)N)=O